3-methyl-pentene-2-one CC(C(C)=O)=CC